(S)-3-(3,5-difluoro-4-((5S,7R)-7-methyl-6-(2,2,2-trifluoroethyl)-5,6,7,8-tetrahydro-[1,3]dioxolano[4,5-g]isoquinolin-5-yl)phenoxy)pyrrolidine-1-carboxylic acid tert-butyl ester C(C)(C)(C)OC(=O)N1C[C@H](CC1)OC1=CC(=C(C(=C1)F)[C@H]1N([C@@H](CC=2C=C3C(=CC12)OCO3)C)CC(F)(F)F)F